CC/C=C\\CCCCC=O The molecule is a monounsaturated fatty aldehyde that is (3Z)-non-3-ene which is carrying an oxo group at position 1. It has a role as a plant metabolite. It is a monounsaturated fatty aldehyde, an olefinic compound and a medium-chain fatty aldehyde.